3-[5-(aminomethyl)-4-methyl-1-oxo-2,3-dihydro-1H-isoindol-2-yl]piperidine-2,6-dione NCC=1C(=C2CN(C(C2=CC1)=O)C1C(NC(CC1)=O)=O)C